CC1(C[C@H]2C(O1)=C1C([C@@H](C([C@H]1CC2)(C)C)C)(C)C)C (3aS,5aR,7R)-2,2,6,6,7,8,8-heptamethyl-3,3a,4,5,5a,6,7,8-octahydro-2H-indeno[4,5-b]furan